4,4'-methylenebis(2,6-di(isopentyl)cyclohexylamine) C(C1CC(C(C(C1)CCC(C)C)N)CCC(C)C)C1CC(C(C(C1)CCC(C)C)N)CCC(C)C